5-cyclododecylpentyl (2-(trimethylammonio)ethyl) phosphate P(=O)(OCCCCCC1CCCCCCCCCCC1)(OCC[N+](C)(C)C)[O-]